(3'R,5R)-2-(2-ethoxy-3-pyridinyl)-3'-ethyl-7-[[(2R)-pyrrolidin-2-yl]methyl]-1'-[2-(trifluoromethyl)phenyl]spiro[6,8-dihydro-1,7-naphthyridine-5,4'-piperidine] C(C)OC1=NC=CC=C1C1=NC=2CN(C[C@]3([C@H](CN(CC3)C3=C(C=CC=C3)C(F)(F)F)CC)C2C=C1)C[C@@H]1NCCC1